2-fluoroprop-2-enoic acid FC(C(=O)O)=C